[(1S)-1-[5-(acetonyloxymethyl)tetrazol-2-yl]ethyl] ethyl carbonate C(O[C@@H](C)N1N=C(N=N1)COCC(=O)C)(OCC)=O